[Cl-].C1(=CC=CC=C1)CS(=O)(=O)NC1=C(C=CC(=C1)C(=O)N1CCC(CC1)C1=CC=C(C=C1)OC=1N=NC(=CC1)C(F)(F)F)N1CC[NH2+]CC1 4-(2-((phenylmethyl)sulfonamido)-4-(4-(4-((6-(trifluoromethyl)pyridazin-3-yl)oxy)phenyl)-piperidine-1-carbonyl)phenyl)piperazin-1-ium chloride